FC1=C(N=CC2=C1N=C(N=C2)OCC21CCCN1CCC2)C2=CC=CC1=CC=CC(=C21)F 8-fluoro-7-(8-fluoronaphthalen-1-yl)-2-((hexahydro-1H-pyrrolizin-7a-yl)methoxy)pyrido[4,3-d]pyrimidine